C(#N)C=1C=C(C=CC1F)N1N=CC(=C1)[C@@H](C(=O)NC1=CC(=NN1)C1CC1)C (S)-2-(1-(3-cyano-4-fluorophenyl)-1H-pyrazol-4-yl)-N-(3-cyclopropyl-1H-pyrazol-5-yl)propanamide